C(#N)C=1C=CC(=C(C1)C1=CC(=NC=C1C(=O)NC=1SC2=C(N1)CN(C2)C(C2=NC(=CC=C2)C(F)F)=O)C)OC 4-(5-Cyano-2-methoxyphenyl)-N-(5-(6-(difluoromethyl)picolinoyl)-5,6-dihydro-4H-pyrrolo[3,4-d]thiazol-2-yl)-6-methyl-nicotinamide